N-(2-methoxy-5-methyl-4-(1-methyl-1H-pyrazol-4-yl)phenyl)-8-(1-methyl-1H-pyrazol-4-yl)pyrido[3,4-d]pyrimidin-2-amine COC1=C(C=C(C(=C1)C=1C=NN(C1)C)C)NC=1N=CC2=C(N1)C(=NC=C2)C=2C=NN(C2)C